FC(C(=O)O)(F)F.NC1=C(C(=CC=C1)Cl)C1=C(C=C2C(=CC(N(C2=C1)C1=C(C=CC=C1C)CC)=O)N1CCNCC1)F 7-(2-amino-6-chlorophenyl)-1-(2-ethyl-6-methylphenyl)-6-fluoro-4-(piperazine-1-yl)quinolin-2(1H)-one 2,2,2-trifluoroacetate